ClC=1C=2N(C=C(C1)S(=O)(=O)Cl)C(=NC2)C=2SC(=NN2)C(F)F 8-chloro-3-(5-(difluoromethyl)-1,3,4-thiadiazol-2-yl)imidazo[1,5-a]pyridine-6-sulfonyl chloride